FC1=C(C=C(C=C1)F)[C@@H]1NC[C@H](C1)F (2R,4S)-2-(2,5-difluorophenyl)-4-fluoropyrrolidine